2-hydroxy-5,8-dimethoxy-1,4-naphthoquinone OC=1C(C2=C(C=CC(=C2C(C1)=O)OC)OC)=O